O=C1NC(CCC1C1=CC=C(C=C1)C1CC2(CN(C2)C(=O)OC(C)(C)C)C1)=O tert-butyl 6-(4-(2,6-dioxopiperidin-3-yl)phenyl)-2-azaspiro[3.3]heptane-2-carboxylate